4-methylbenzo[h]quinoline-2-carbaldehyde CC1=CC(=NC2=C3C(=CC=C12)C=CC=C3)C=O